6-chlorobenzoxazol ClC1=CC2=C(N=CO2)C=C1